FC=1C=C2C=NN(C2=C(C1O)F)C1=CC=C(C=C1)N1CC2(C1)CCS(CC2)=O 2-(4-(5,7-Difluoro-6-hydroxy-1H-indazol-1-yl)phenyl)-7-thia-2-azaspiro[3.5]nonane 7-oxide